BrC1=CC(=C(C=C2CN(C2)C(=O)OC(C)(C)C)C(=C1)F)F tert-butyl 3-(4-bromo-2,6-difluorobenzylidene)azetidine-1-carboxylate